C(C)(C)(C)OC(=O)N1C[C@H](OCC1)C1=CC=C(C=C1)N.SCSC(CC(CC(SCS)SCS)CC(SCS)SCS)SCS |r| tris(2,2-bis(mercaptomethylthio)ethyl)methane (RS)-tert-butyl-2-(4-aminophenyl)morpholine-4-carboxylate